Cl.C(C1=CC=CC=C1)(=O)NC=1C=C2C(=CNC2=CC1)C1=CCN2CCCC2C1 5-benzoylamino-3-(1,2,3,4,5,8-hexahydroindolizin-7-yl)-1H-indole hydrochloride